N1C=CC=2C1=NC=C(C2)OC2=C(C(=O)O)C=CC(=C2)N2CCN(CC2)CC2=C(CC(CC2)(C)C)C21CC(C2)(C1)F 2-(1H-pyrrolo[2,3-b]pyridin-5-yl-oxy)-4-(4-((2-(3-fluoro-bicyclo[1.1.1]pentan-1-yl)-4,4-dimethylcyclohex-1-en-yl)methyl)piperazin-1-yl)benzoic acid